CC1=C(C=CC=C1C1=NN=C(O1)C=1C=C(CN[C@@H](CO)C(=O)O)C=CC1)C1=CC=CC=C1 (3-(5-(2-methyl-[1,1'-biphenyl]-3-yl)-1,3,4-oxadiazol-2-yl)benzyl)-L-serine